O[C@@H](C)C=1N(C=CN1)CC#CC1=CC=C(C=C1)C1=CC=C(C=C1)C1CC(C1)NCCC#N (S)-3-((3-(4'-(3-(2-(1-hydroxyethyl)-1H-imidazol-1-yl)prop-1-yn-1-yl)-[1,1'-biphenyl]-4-yl)cyclobutyl)amino)propionitrile